CC(=CCN(C(CN1CCN(CC1)C(C1=CC=C(C=C1)[N+](=O)[O-])=O)=O)C=1C(N(C(N(C1)C)=O)C)=O)C N-(3-methylbut-2-en-1-yl)-N-(1,3-dimethyl-2,4-dioxo-1,2,3,4-tetrahydropyrimidin-5-yl)-2-(4-(4-nitrobenzoyl)piperazin-1-yl)acetamide